CCCCCCCCCCCC(=O)O[C@@H]1[C@@H]([C@H]([C@@H](O[C@H]1O[C@H]2[C@@H](O[C@@H]3[C@@H]([C@@H]2OC(=O)CCCCCCCCC[C@@H](O[C@H]4[C@H](O3)[C@H]([C@H]([C@H](O4)C)O)O)CCCCC)O)C)C)O[C@H]5[C@@H]([C@@H]([C@H]([C@@H](O5)C)OC(=O)[C@@H](C)CC)O)OC(=O)/C=C/C6=CC=CC=C6)O[C@H]7[C@@H]([C@@H]([C@H]([C@@H](O7)C)O)O)O The molecule is a resin glycoside that is the pentasaccharide derivative of jalapinolic acid. Isolated from the aerial parts of Ipomoea pes-caprae, it has been found to exhibit potential inhibitory effect against multidrug resistance in the human breast cancer cell line. It has a role as a metabolite. It is a cinnamate ester, a macrocyclic lactone, a pentasaccharide derivative, a resin glycoside and a dodecanoate ester. It derives from a (S)-2-methylbutyric acid, a trans-cinnamic acid, a jalapinolic acid and a dodecanoic acid.